ClC1=NC=C(C(=N1)C=1C=C2C=C(C=NC2=C(C1)F)C(C)(C)O)Cl 2-(6-(2,5-dichloropyrimidin-4-yl)-8-fluoroquinolin-3-yl)propan-2-ol